[Ti].[Zn].[Fe] iron-zinc-titanium